ClC=1C(=NN(C1NC(=O)N[C@@H]1CN(C[C@H]1C1=CC(=C(C=C1)F)F)CCOC)C1=CC=CC=C1)C=1C(=NOC1C)C 1-(4-chloro-3-(3,5-dimethylisoxazol-4-yl)-1-phenyl-1H-pyrazol-5-yl)-3-((3S,4R)-4-(3,4-difluorophenyl)-1-(2-methoxyethyl)pyrrolidin-3-yl)urea